BrC=1N=C(SC1)C=1C=C(C(=C(C=O)C1)O)F 5-(4-bromothiazol-2-yl)-3-fluoro-2-hydroxybenzaldehyde